FCCCN1CC(C1)CC1=CC=C(C=C1)C1=C(CCCC2=C1C=CC=C2)C2CCOCC2 9-(4-((1-(3-Fluoropropyl)azetidin-3-yl)methyl)phenyl)-8-(tetrahydro-2H-pyran-4-yl)-6,7-dihydro-5H-benzo[7]annulen